(S)-N-((S)-1-(3-(Difluoromethoxy)phenyl)butyl)-3-hydroxy-4,4-dimethylpentanamid FC(OC=1C=C(C=CC1)[C@H](CCC)NC(C[C@@H](C(C)(C)C)O)=O)F